C1C=2N(CCN1)CC(=CC2)C(=O)N 1,3,4,6-tetrahydro-2H-pyrido[1,2-a]pyrazine-7-carboxamide